FC1=CC=C2C(=CC(=NC2=C1)C1=CC=CC=C1)CCC(=O)NO 3-(7-fluoro-2-phenylquinolin-4-yl)-N-hydroxypropanamide